2-[1-[2-(1H-Indol-3-ylmethylamino)-6-methyl-4-oxo-chromen-8-yl]ethylamino]benzoic acid N1C=C(C2=CC=CC=C12)CNC=1OC2=C(C=C(C=C2C(C1)=O)C)C(C)NC1=C(C(=O)O)C=CC=C1